2-((2-(2,6-dioxo-piperidin-3-yl)-1,3-dioxoisoindolin-4-yl)amino)acetamide O=C1NC(CCC1N1C(C2=CC=CC(=C2C1=O)NCC(=O)N)=O)=O